(2-methoxy-5-(3-methoxypropyl)pyridin-3-yl)piperidine-4-carbonitrile COC1=NC=C(C=C1N1CCC(CC1)C#N)CCCOC